(2-((5-Chloro-2-((3-(2-fluoropyridin-3-yl)-1H-indazol-5-yl)amino)pyrimidin-4-yl)amino)phenyl)dimethylphosphine oxide ClC=1C(=NC(=NC1)NC=1C=C2C(=NNC2=CC1)C=1C(=NC=CC1)F)NC1=C(C=CC=C1)P(C)(C)=O